(±)-3-bromopiperidine-2,6-dione Br[C@H]1C(NC(CC1)=O)=O |r|